(E)-2-(3-(3-ethoxy-3-oxoprop-1-en-1-yl)-2-fluorophenyl)propanoic acid C(C)OC(/C=C/C=1C(=C(C=CC1)C(C(=O)O)C)F)=O